10H-pyrido[3',4':4,5]pyrrolo[3,2-b][1,6]naphthyridin-11-amine C1=C2C(=C3C(=NC2=CC=N1)C1=C(N3)C=CN=C1)N